ClC1=C(C=C(C=C1)Cl)C1=NC(=NC(=N1)N)N 6-(2,5-dichlorophenyl)-1,3,5-triazine-2,4-diamine